ClC=1NC2=CC(=CC=C2C1)Cl 2,6-dichloro-1H-indole